NC=1C=C2C=NN(C2=CC1N1CCOCC1)CCC(C)(O)C 4-(5-amino-6-morpholino-1H-indazol-1-yl)-2-methylbutan-2-ol